[Ag].C(CCCCCCCCCC)S undecanethiol silver